C(C)(C)(C)OC(=O)N1C[C@@H](CCC1)N1C(C(CCC1)=[N+]=[N-])=O (3'R)-3-diazo-2-oxo-1,3'-bipiperidine-1'-carboxylic acid tert-butyl ester